COC=1C=C(C(=CC1)C1=C(C=C(C=C1)OC)C(NC)=O)C(=O)O 4,4'-dimethoxy-2'-(methylcarbamoyl)-[1,1'-biphenyl]-2-carboxylic acid